(1S,2S)-N-(6-((1-(6-cyclopropyl-8-(3-methyl-2-oxoimidazolidin-1-yl)imidazo[1,2-a]pyridin-2-yl)ethyl)amino)-2-methylpyrimidin-4-yl)-2-(4-methyl-pyrimidin-2-yl)cyclopropane-1-carboxamide C1(CC1)C=1C=C(C=2N(C1)C=C(N2)C(C)NC2=CC(=NC(=N2)C)NC(=O)[C@@H]2[C@H](C2)C2=NC=CC(=N2)C)N2C(N(CC2)C)=O